F[C@@H](CCCCCCCC(=O)NC1=CC=C(C=C1)NCC1=CC=C(C=C1)O)CF (9S)-9,10-difluoro-N-(4-((4-hydroxybenzyl)amino)phenyl)decanamide